2-(2-chloro-3-pyridinyl)acetamide ClC1=NC=CC=C1CC(=O)N